(4-((3-ethyl-6-fluoro-2,4-dioxo-1,2,3,4-tetrahydroquinazolin-7-yl)methyl)piperazin-1-yl)-6-fluoro-N-methylpicolinamide C(C)N1C(NC2=CC(=C(C=C2C1=O)F)CN1CCN(CC1)C=1C(=NC(=CC1)F)C(=O)NC)=O